C(C)N1N=NC2=C1C=CC(=C2C)[C@@H](CC(=O)OC)C2=CC=C1CCNCC1=C2 Methyl (3S)-3-(1-ethyl-4-methyl-benzotriazol-5-yl)-3-(1,2,3,4-tetrahydroisoquinolin-7-yl)propanoate